2,3,4,5,6-pentafluorobenzyl alcohol FC1=C(CO)C(=C(C(=C1F)F)F)F